Difluorobenzene-1-sulfonylchloride FC=1C(=C(C=CC1)S(=O)(=O)Cl)F